N-(3-methylquinuclidin-3-yl)acetamide CC1(CN2CCC1CC2)NC(C)=O